tert-butyl-3-[2-tert-butoxy-1-[(3-hydroxyphenyl)methyl]-2-oxo-ethyl]pyrrolidine-1-carboxylate C(C)(C)(C)OC(=O)N1CC(CC1)C(C(=O)OC(C)(C)C)CC1=CC(=CC=C1)O